C(CC)C1(CCN(CC1)C(=O)OC(C)(C)C)C(=O)OC O1-tert-Butyl O4-methyl 4-propylpiperidine-1,4-dicarboxylate